n-butyl-naphthalene sodium [Na].C(CCC)C1=CC=CC2=CC=CC=C12